methyl-5-[[2-[(2R,5S)-5-methyl-2-phenyl-1-piperidyl]-2-oxo-acetyl]amino]pyridine-3-carboxamide CC1=NC=C(C=C1C(=O)N)NC(C(=O)N1[C@H](CC[C@@H](C1)C)C1=CC=CC=C1)=O